5-bromo-1-isobutyl-3-(trifluoromethyl)pyridin-2(1H)-one BrC=1C=C(C(N(C1)CC(C)C)=O)C(F)(F)F